O.O.C(C)(=O)[O-].[Ni+2].C(C)(=O)[O-] nickel(II) acetate dihydrate